BrCCC1=CC=C(C=C1)C(CC=C)=O 1-(4-(2-bromoethyl)phenyl)but-3-en-1-one